The molecule is an azaphilone that is the 12beta-hydroxy derivative of chaetoviridin C. It has been isolated from Chaetomium globosum. It is a beta-hydroxy ketone, a gamma-lactone, an azaphilone, an enone, an organic heterotricyclic compound, an organochlorine compound and a secondary alcohol. It derives from a chaetoviridin C. C[C@H](/C=C/C1=CC2=C(C(=O)[C@@]3([C@H](C2=CO1)[C@@H](C(=O)O3)C(=O)[C@@H](C)[C@H](C)O)C)Cl)[C@@H](C)O